C(C)(=O)OCC(=NO)C1=CC=C(C=C1)CCOCC 2-(4-ethoxyethylphenyl)-2-hydroxyimino-ethyl acetate